10,12,15-octadecatrienoic acid C(CCCCCCCCC=CC=CCC=CCC)(=O)O